C1(=CC=CC=C1)S(=O)(=O)O.COC=1C=C(C=CC1OC)[C@@]12CCN([C@H]2CC(CC1)=O)C (3aS,7aS)-3a-(3,4-dimethoxyphenyl)-1-methyloctahydro-6H-indol-6-one benzenesulfonate